C(CCCCC)(=O)OC1=CC=C(C2=CC=CC=C12)OC(CCCCC)=O 1,4-bis(n-hexanoyloxy)naphthalene